FC=1C(=C(C=CC1)C1CCN(CC1)[C@H]1CC2(CN(C2)C=2SC=NN2)CC1)OC1COC1 (R)-2-(6-(4-(3-fluoro-2-(oxetan-3-yloxy)phenyl)piperidin-1-yl)-2-azaspiro[3.4]octan-2-yl)-1,3,4-thiadiazole